1-methyl-4-(3-methyloxiran-2-yl)-7-oxabicyclo[4.1.0]heptane CC12CCC(CC2O1)C1OC1C